methyl 3-[4,7-difluoro-2-(4-fluorophenyl)-1H-indol-3-yl]propanoate FC1=C2C(=C(NC2=C(C=C1)F)C1=CC=C(C=C1)F)CCC(=O)OC